pentaerythritol tetrakis(3,5-bis(1,1-dimethylethyl)-4-hydroxyphenyl)propionate CC(C)(C)C=1C=C(C=C(C1O)C(C)(C)C)C(C(C(=O)OCC(CO)(CO)CO)(C1=CC(=C(C(=C1)C(C)(C)C)O)C(C)(C)C)C1=CC(=C(C(=C1)C(C)(C)C)O)C(C)(C)C)C1=CC(=C(C(=C1)C(C)(C)C)O)C(C)(C)C